cis-1-(6-(3-methyl-3H-[1,2,3]triazolo[4,5-b]pyridin-6-yl)thieno[2,3-b]pyridin-2-yl)-3-(trifluoromethyl)cyclobutyl acetate C(C)(=O)OC1(CC(C1)C(F)(F)F)C1=CC=2C(=NC(=CC2)C=2C=C3C(=NC2)N(N=N3)C)S1